[Si](C)(C)(C(C)(C)C)OC1(CC2(CCNC=3N2N=C(C3C(=O)N)C3=CC=C2C=CC(=NC2=C3)C3=CC=CC=C3)C1)C 3-((tert-Butyldimethylsilyl)oxy)-3-methyl-2'-(2-phenylquinolin-7-yl)-5',6'-dihydro-4'H-spiro[cyclobutane-1,7'-pyrazolo[1,5-a]pyrimidine]-3'-carboxamide